(2S,4R)-4-isopropoxypyrrolidine-2-carboxylic acid methyl ester hydrochloride Cl.COC(=O)[C@H]1NC[C@@H](C1)OC(C)C